BrC1=C(N(N=C1)C)O[C@H](CCO[Si](C)(C)C(C)(C)C)C [(3S)-3-(4-bromo-2-methyl-pyrazol-3-yl)oxybutoxy]-tert-butyl-dimethyl-silane